C1CC12NCCN(C2)C2=C(N=C1N(C2=O)C=CC=C1)C=1C=C(C=2N(N1)C=C(N2)C)C (4,7-diazaspiro[2.5]oct-7-yl)-2-(2,8-dimethylimidazo[1,2-b]pyridazin-6-yl)pyrido[1,2-a]pyrimidin-4-one